7-bromo-5-(pyrrolidin-1-yl)-2-(1-(tetrahydro-2H-pyran-2-yl)-1H-pyrazol-5-yl)thieno[3,2-b]pyridine BrC1=C2C(=NC(=C1)N1CCCC1)C=C(S2)C2=CC=NN2C2OCCCC2